3-(2,3-dichloropyridin-4-yl)-2-methylaniline ClC1=NC=CC(=C1Cl)C=1C(=C(N)C=CC1)C